((7aR,8R,10R,10aR)-10-(4-aminopyrrolo[2,1-f][1,2,4]triazin-7-yl)-10-cyano-4,4-dimethyl-2,6-dioxooctahydro-2H-furo[3,4-b][1,4]dioxonin-8-yl)methyl (2-(pyridin-4-yl)propan-2-yl) carbonate C(OC[C@H]1O[C@@]([C@@H]2OC(CC(CC(O[C@@H]21)=O)(C)C)=O)(C#N)C2=CC=C1C(=NC=NN12)N)(OC(C)(C)C1=CC=NC=C1)=O